CC1=CC=CC(=N1)C1=C(N=CN1)C=1C=C2C=C(C=NC2=CC1)C1=CC=C(C(=O)OCC2CNC2)C=C1 azetidin-3-ylmethyl 4-[6-[5-(6-methyl-2-pyridyl)-1H-imidazol-4-yl]-3-quinolyl]benzoate